N-(4-chloro-phenyl)-3,4,5,6-tetrahydrophthalimide ClC1=CC=C(C=C1)N1C(C2=C(C1=O)CCCC2)=O